2-(2-((5-(4-aminoquinolin-6-yl)-1-isopropyl-1H-indazol-3-yl)methoxy)phenyl)acetic acid NC1=CC=NC2=CC=C(C=C12)C=1C=C2C(=NN(C2=CC1)C(C)C)COC1=C(C=CC=C1)CC(=O)O